p-iodomethylstyrene ICC1=CC=C(C=C)C=C1